4-(methylsulfonyl)-N-(6-(piperazin-1-ylsulfonyl)pyridazin-3-yl)morpholine-3-carboxamide CS(=O)(=O)N1C(COCC1)C(=O)NC=1N=NC(=CC1)S(=O)(=O)N1CCNCC1